C(=C)C(C=C)=CCC 3-vinyl-hexadiene